ClC1=C(N=CN1C)C1=CC=C(C(=C1C=1N=C2N(C=CC(=C2)C(=O)NC23COC(C2)(C3)C)C1F)F)F 2-(6-(5-chloro-1-methyl-1H-imidazol-4-yl)-2,3-difluorophenyl)-3-fluoro-N-(1-methyl-2-oxabicyclo[2.1.1]hexan-4-yl)imidazo[1,2-a]pyridine-7-carboxamide